2-((tert-butyldimethylsilyl)oxy)-1-(p-tolyl)ethan-1-ol (S)-quinuclidin-3-yl-(6-(3-ethylphenyl)-1,2,3,4-tetrahydronaphthalen-1-yl)carbamate N12CC(C(CC1)CC2)N(C(=O)OC(CO[Si](C)(C)C(C)(C)C)C2=CC=C(C=C2)C)[C@H]2CCCC1=CC(=CC=C21)C2=CC(=CC=C2)CC